FC=1C=CC2=C(N(C(N2)=O)CC2=CC=C(C=C2)CC(=O)OC(C)(C)C)C1 tert-butyl 2-(4-((6-fluoro-2-oxo-2,3-dihydro-1H-benzo[d]imidazol-1-yl)methyl)phenyl)acetate